1-(2-((tetrahydro-2H-pyran-2-yl)oxy)ethyl)-4-(4-(4,4,5,5-tetramethyl-1,3,2-dioxaborolan-2-yl)phenyl)piperazine O1C(CCCC1)OCCN1CCN(CC1)C1=CC=C(C=C1)B1OC(C(O1)(C)C)(C)C